COCOC1=C(C(=CC(=C1)C(F)(F)F)C)C1=CC2=C(N=N1)C=CN2 3-[2-(methoxymethoxy)-6-methyl-4-(trifluoromethyl)phenyl]-5H-pyrrolo[3,2-c]pyridazine